4-cyclobutoxypyridin-2-amine C1(CCC1)OC1=CC(=NC=C1)N